COC([C@H](CCCCCCCC1=NC=2NCCCC2C=C1)NCC1=CNC2=NC=CC=C21)=O (S)-2-(((1H-pyrrolo[2,3-b]pyridin-3-yl)methyl)amino)-9-(5,6,7,8-tetrahydro-1,8-naphthyridin-2-yl)nonanoic acid methyl ester